7-Methyl-3-methylenocta-1,6-dien CC(=CCCC(C=C)=C)C